N1CC(C1)N1N=CC(=C1C)C=1C=C(C=2N(C1)N=CC2C#N)OC 6-[1-(Azetidin-3-yl)-5-methyl-pyrazol-4-yl]-4-methoxy-pyrazolo[1,5-a]pyridine-3-carbonitrile